5-(3-ethylimidazo[1,2-a]pyrimidin-6-yl)-N-((1-(trifluoromethyl)cyclopropyl)methyl)pyrrolo[2,1-f][1,2,4]triazin-2-amine C(C)C1=CN=C2N1C=C(C=N2)C=2C=CN1N=C(N=CC12)NCC1(CC1)C(F)(F)F